N-hydroxyethyl-1,3-propylenediamine OCCNCCCN